Palladium-Palladium cobalt boron [B].[Co].[Pd].[Pd]